C(C1=CC=CC=C1)(=O)C[Sn](C)(C(C)C)C(C)C benzoyl-diisopropyldimethyl-tin